Non-5,8-diene-2,7-dione CC(CCC=CC(C=C)=O)=O